C(C)(=O)[O-].C(CCC)[NH+]1CCC(CC1)CCCC 1,4-dibutylpiperidinium acetate